C(C1=CC=CC=C1)N1CCC(CC1)NC(OC(C)(C)C)=O tert-butyl (1-benzylpiperidin-4-yl)carbamate